5-(4-(3-(5-ethyl-6-oxo-1,6-dihydropyrimidin-2-yl)cyclopent-2-en-1-yl)piperazin-1-yl)-6-methyl-N-(methyl-d3)picolinamide C(C)C1=CN=C(NC1=O)C1=CC(CC1)N1CCN(CC1)C=1C=CC(=NC1C)C(=O)NC([2H])([2H])[2H]